FC1=C(C(=CC(=C1)OC)F)N1C(=NC(=C1)C1=CC=C(C=C1)F)NC(C1=CC=C(C=C1)OC(F)F)=O N-[1-(2,6-Difluoro-4-methoxyphenyl)-4-(4-fluorophenyl)-1H-imidazol-2-yl]-4-(difluoromethoxy)benzamide